3-({1-[(4-bromophenyl)methyl]-1,2,3-triazacyclopent-4-yl}methyl)-8-hydroxy-1,2,3,4-tetrahydroquinazoline-2,4-dione BrC1=CC=C(C=C1)CN1NNC(C1)CN1C(NC2=C(C=CC=C2C1=O)O)=O